((5-(bicyclo[1.1.1]pentan-1-yl)-3-butyl-2-methyl-7-(methylthio)-1,1-dioxido-2,3,4,5-tetrahydrobenzo[f][1,2,5]thiadiazepin-8-yl)oxy)-2-fluoroacrylic acid C12(CC(C1)C2)N2CC(N(S(C1=C2C=C(C(=C1)OC=C(C(=O)O)F)SC)(=O)=O)C)CCCC